COCC(NC)C1=CC=CC=C1 2-methoxy-N-methyl-1-phenylethan-1-amine